C(C)(C)(C)C1[C@@](N(C[C@H]1NC1=C(C=C(C=C1O)Cl)Br)C(=O)O)(COC1OCCCC1)C.NCC(O)C1=CC=C(C[C@H](N)C(=O)O)C=C1 p-(2-amino-1-hydroxyethyl)-L-phenylalanine (2R,4S)-tert-butyl-4-((2-bromo-4-chloro-6-hydroxyphenyl)amino)-2-methyl-2-(((tetrahydro-2H-pyran-2-yl)oxy)methyl)pyrrolidine-1-carboxylate